C(CCC\C=C/CC)OC(CCC(=O)OCCCCCCN(CCCCCCCC(=O)OCCCCCCCC#C)CCO)OCCCC\C=C/CC non-8-yn-1-yl 8-((6-((4,4-bis(((Z)-oct-5-en-1-yl)oxy)butanoyl)oxy)hexyl)(2-hydroxyethyl)amino)octanoate